rac-4-ethyl-2-(6-fluoro-4-hydroxy-1-isopropyl-3-(o-tolyl)-1,2,3,4-tetrahydroquinolin-7-yl)-5-(hydroxymethyl)-2,4-dihydro-3H-1,2,4-triazol-3-one C(C)N1C(N(N=C1CO)C1=C(C=C2C(C(CN(C2=C1)C(C)C)C1=C(C=CC=C1)C)O)F)=O